[(3S)-pyrrolidin-3-yl] 5-[[4-[[2-(6-methyl-2-pyridyl)pyrimidin-4-yl]amino]pyrimidin-2-yl]amino]pyridine-2-carboxylate CC1=CC=CC(=N1)C1=NC=CC(=N1)NC1=NC(=NC=C1)NC=1C=CC(=NC1)C(=O)O[C@@H]1CNCC1